ClC=1C=NC(=C(C(=O)NC2(CCN(CC2)C2=NC=C(C=C2)C=2C=3N(C=C(C2)OCC)N=CC3C#N)CN3CCN(CC3)CC)C1)C 5-chloro-N-(1-(5-(3-cyano-6-ethoxypyrazolo[1,5-a]pyridin-4-yl)pyridin-2-yl)-4-((4-ethylpiperazin-1-yl)methyl)piperidin-4-yl)-2-methylnicotinamide